F[C@@H]1CN(C[C@H]1O)C=O ((3R,4R)-3-fluoro-4-hydroxypyrrolidin-1-yl)methanone